CSC1=NC(=NC=C1)C1=CN=C2N1C=C(N=C2)C2=CC=NC=C2 3-(4-(methylthio)pyrimidin-2-yl)-6-(pyridin-4-yl)imidazo[1,2-a]pyrazine